7-(1-Benzylpiperidin-3-yl)-2-(5-methoxypyridin-3-yl)pyrazolo[1,5-a]pyrimidine C(C1=CC=CC=C1)N1CC(CCC1)C1=CC=NC=2N1N=C(C2)C=2C=NC=C(C2)OC